C[O-].C[O-].C[O-].[Ce+3] cerium trimethoxide